3-Chloro-11-((2-methoxyethyl)amino)-6-methyl-6,11-dihydrodibenzo[c,f][1,2]thiazepine 5,5-dioxide ClC1=CC2=C(C(C3=C(N(S2(=O)=O)C)C=CC=C3)NCCOC)C=C1